C[C@]12CC[C@H]3[C@H]([C@@H]1CC[C@@H]2C(=O)O)CC[C@@H]4[C@@]3(C=CC(=O)N4)C 3-oxo-4-aza-5α-androst-1-ene-17β-carboxylic acid